O1C(NCCC1)=S 3,4,5,6-tetrahydro-1,3-oxazine-2-thione